NCC1C2CCC(C1CN)C2 2,3-bis(aminomethyl)-bicyclo[2.2.1]heptane